N1C=C(C2=CC=CC=C12)C(=O)NC1=CC=C(C=C1)N1C2=C(NC(CC1=O)=O)C1=CC=CC=C1C=C2 5-[4-[(1H-indole-3-carbonyl)amino]phenyl]-1H-naphtho[1,2-b][1,4]diazepine-2,4(3H,5H)-Dione